CC(=O)OCC1=C(N2[C@@H]([C@@H](C2=O)NC(=O)CCCC(=O)C(=O)[O-])SC1)C(=O)[O-] The molecule is dicarboxylate anion of (7R)-7-(5-carboxy-5-oxopentanamido)cephalosporanate acid. It is a cephalosporin carboxylic acid anion and a dicarboxylic acid dianion. It is a conjugate base of a (7R)-7-(5-carboxy-5-oxopentanamido)cephalosporanic acid.